C(=O)N1N(CCCC1)C=O 1,2-diformyl-hexahydropyridazine